N-(4-((3-chloro-2-(cyclopropanecarboxamido)pyridin-4-yl)oxy)-3-fluorophenyl)-1-(4-fluorophenyl)-6-methyl-2-Oxo-1,2-dihydropyridine-3-carboxamide ClC=1C(=NC=CC1OC1=C(C=C(C=C1)NC(=O)C=1C(N(C(=CC1)C)C1=CC=C(C=C1)F)=O)F)NC(=O)C1CC1